C1(=CC=CC=C1)C1=NC(=NC(=C1)C1=CC=CC=C1)C=1C=C(C=C(C1)N1C2=CC=C(C=C2C=2C=C(C=CC12)N1C2=CC=CC=C2C=2C=CC=CC12)N1C2=CC=CC=C2C=2C=CC=CC12)N1C2=CC=C(C=C2C=2C=C(C=CC12)N1C2=CC=CC=C2C=2C=CC=CC12)N1C2=CC=CC=C2C=2C=CC=CC12 9',9''''-(5-(4,6-diphenylpyrimidin-2-yl)-1,3-phenylene)bis(9'H-9,3':6',9''-tercarbazole)